(S)-4-(4-((2-(2-(hydroxymethyl)pyrrolidin-1-yl)pyrrolo[2,1-f][1,2,4]triazin-4-yl)amino)-1H-imidazol-1-yl)phenol OC[C@H]1N(CCC1)C1=NN2C(C(=N1)NC=1N=CN(C1)C1=CC=C(C=C1)O)=CC=C2